C(C)OCCN(CCC(C(=O)O)NC(C1=C(C=CC=C1C(F)(F)F)OC)=O)CCCCC1=NC=2NCCCC2C=C1 4-[2-ethoxyethyl-[4-(5,6,7,8-tetrahydro-1,8-naphthyridin-2-yl)butyl]amino]-2-[[2-methoxy-6-(trifluoromethyl)benzoyl]amino]butanoic acid